C1(=CC=C(C=C1)C=1OC2=C(N1)C(=CC(=C2)Cl)C2=CC=C(C=C2)C#N)C2=CC=CC=C2 2-(biphenyl-4-yl)-6-chloro-4-(4-cyano-phenyl)-benzoxazole